C(C)(C)(C)OC(=O)NC=1NC(C=2N=CN(C2N1)CC(=O)O)=O 2-(2-((tert-butoxycarbonyl)amino)-6-oxo-1,6-dihydro-9H-purin-9-yl)acetic acid